N-propylaminomethyldimethoxymethyl-silane C(CC)NC[SiH2]C(OC)OC